FC1=C(OC=2N=CC(=NC2)NC([C@@H](C)N2CC(N(CC2)C(=O)C2=CNC(C=C2)=O)(C)C)=O)C=CC(=C1)F (R)-N-(5-(2,4-difluorophenoxy)pyrazin-2-yl)-2-(3,3-dimethyl-4-(6-oxo-1,6-dihydropyridine-3-carbonyl)piperazin-1-yl)propanamide